5-(benzo[d][1,3]dioxol-5-yl)-1-(4-(2,4-difluorophenyl)piperazin-1-yl)penta-2,4-dien-1-one O1COC2=C1C=CC(=C2)C=CC=CC(=O)N2CCN(CC2)C2=C(C=C(C=C2)F)F